C(C)(=O)[O-].C1(=CC=CC=C1)[P+](CC1=CC=C(C=C1)C=C)(C1=CC=CC=C1)C1=CC=CC=C1 triphenyl-(4-vinylbenzyl)-phosphonium acetate